3,3'-diamino-4,4'-dimethoxybenzophenone NC=1C=C(C(=O)C2=CC(=C(C=C2)OC)N)C=CC1OC